(S)-2-(1-acryloyl-4-(7-(8-chloro-7-fluoronaphthalen-1-yl)-2-((tetrahydro-1H-pyrrolizin-7a(5H)-yl)methoxy)quinazolin-4-yl)piperazin-2-yl)acetonitrile C(C=C)(=O)N1[C@H](CN(CC1)C1=NC(=NC2=CC(=CC=C12)C1=CC=CC2=CC=C(C(=C12)Cl)F)OCC12CCCN2CCC1)CC#N